COCCN1C[C@H](CC1)NC1=CC=C(C=C1)[N+](=O)[O-] (S)-1-(2-methoxyethyl)-N-(4-nitrophenyl)pyrrolidin-3-amine